4-((1r,3r)-3-(4-amino-2-methoxyphenoxy)cyclobutyl)thiomorpholine 1,1-dioxide NC1=CC(=C(OC2CC(C2)N2CCS(CC2)(=O)=O)C=C1)OC